4-(4-(Trifluoromethyl)-1H-imidazol-2-yl)bicyclo[2.2.2]octane-1-carboxylic acid methyl ester COC(=O)C12CCC(CC1)(CC2)C=2NC=C(N2)C(F)(F)F